CS(=O)(=O)OC1=CC=C(C=C1)NC(NC1=CC=C(C=C1)OS(=O)(=O)C)=O bis-[4-(methanesulfonyloxy)phenyl]urea